FC=1C(=NN(C1CN1C(N(C(C2=CC=C(C=C12)C(=O)NCC=1OC2=C(C1)C=C(C=C2)F)C)C)=O)C)C 1-((4-fluoro-1,3-dimethyl-1H-pyrazol-5-yl)methyl)-N-((5-fluorobenzo-furan-2-yl)methyl)-3,4-dimethyl-2-oxo-1,2,3,4-tetrahydro-quinazoline-7-carboxamide